2'-Chloro-6-cyclopropyl-4-hydroxyl-5'-methyl-2H-[1,4'-bipyridine]-2-one ClC1=NC=C(C(=C1)N1C(C=C(C=C1C1CC1)O)=O)C